1-bromo-2,5-difluoro-4-methoxybenzene BrC1=C(C=C(C(=C1)F)OC)F